NC=1C=C(C(=NC1)C1=C(C=2N=CN=C(C2N1C1=C(C=C(C=C1)OCC1=CC=CC=C1)F)O)C)C 6-(5-amino-3-methylpyridin-2-yl)-5-[4-(benzyloxy)-2-fluorophenyl]-7-methylpyrrolo[3,2-d]pyrimidin-4-ol